[Cl-].[Ti+2].[Cl-] Titanium(II) chloride